CN1CC[N+]2(CC1)CCCC(C2)O 3-Methyl-3-aza-6-azoniaspiro[5.5]undecan-10-ol